N[C@@H]1CN(CCC1)C1=C2C(=NC=C1C1=C(N=C(S1)C1=C(C=CC=C1F)F)C(=O)N)SC=C2 {4-[(3S)-3-aminopiperidin-1-yl]thieno[2,3-b]pyridin-5-yl}-2-(2,6-difluorophenyl)-1,3-thiazole-4-carboxamide